C1(CCCC1)C(C1=CC=C(C=C1)C=1NC=2N(C(C1)=O)N=C(C2C(=O)N2CC(C2)CF)C2=NC=CN=C2C)(F)F 5-(4-(cyclopentyldifluoromethyl)phenyl)-3-(3-(fluoromethyl)azetidine-1-carbonyl)-2-(3-methylpyrazin-2-yl)pyrazolo[1,5-a]pyrimidin-7(4H)-one